2-methylpyrido[2,3-d]pyrimidin CC=1N=CC2=C(N1)N=CC=C2